1-methyl-1-[(1-methyl-1H-pyrazol-4-yl)methyl]-3-quinolin-3-ylurea CN(C(=O)NC=1C=NC2=CC=CC=C2C1)CC=1C=NN(C1)C